O[C@@H]1C[C@H](N(C1)C(CC=1C=NN2C1C=CC=C2)=O)C(=O)NCC2=CC=C(C=C2)C2=C(N=CS2)C (2S,4R)-4-hydroxy-N-(4-(4-methylthiazol-5-yl)benzyl)-1-(2-(pyrazolo[1,5-a]pyridin-3-yl)acetyl)pyrrolidine-2-carboxamide